C(C)(C)(C)OC(=O)N1CC(C1)C1=CC(=C(C=C1)C(C)N1CCC(CC1)C(=O)OC)C methyl 1-(1-(4-(1-(tert-butoxycarbonyl)azetidin-3-yl)-2-methylphenyl)ethyl)-piperidine-4-carboxylate